N-[3-[2-(difluoromethoxy)-5-(1-methylazetidine-3-sulfonyl)phenyl]-1-methyl-1H-pyrazol-4-yl]pyrazolo[1,5-a]pyrimidine-3-carboxamide FC(OC1=C(C=C(C=C1)S(=O)(=O)C1CN(C1)C)C1=NN(C=C1NC(=O)C=1C=NN2C1N=CC=C2)C)F